FC(OCC1N(CC(C1)(C1=CC=C(C=C1)C(F)(F)F)F)C1=CC=C(C(=O)O)C=C1)F 4-(2-((difluoromethoxy)methyl)-4-fluoro-4-(4-(trifluoromethyl)phenyl)pyrrolidin-1-yl)benzoic acid